2-{(2,6-bis(2-methoxyphenyl) phenyl)-(2,6-dimethoxyphenyl)-phosphino}-benzenesulfonate COC1=C(C=CC=C1)C1=C(C(=CC=C1)C1=C(C=CC=C1)OC)P(C1=C(C=CC=C1)S(=O)(=O)[O-])C1=C(C=CC=C1OC)OC